3-bromoimidazo[1,2-a]pyrazin-8-amine BrC1=CN=C2N1C=CN=C2N